C(C)(C)(C)OC(=O)N1[C@@H](C[C@@H](CC1=O)C1=C(C(=CC=C1OC)Cl)Cl)C(=O)OC(C)(C)C (2S,4S)-4-(2,3-dichloro-6-methoxyphenyl)-6-oxopiperidine-1,2-dicarboxylic acid 1,2-di-tert-butyl ester